COC1(CC1)C(=O)N1CC=2C(=NC=3N(C2C1)CCN3)N[C@H](C)C3=C(C(=CC=C3)C(F)(F)F)C (R)-(1-methoxycyclopropyl)(4-((1-(2-methyl-3-(trifluoromethyl)phenyl)ethyl)amino)-1,3,7,8-tetrahydro-2H-imidazo[1,2-a]pyrrolo[3,4-e]pyrimidin-2-yl)methanone